9-[4-(cyclopentylmethoxy)phenyl]-3,4-dihydropyrido[2,1-c][1,2,4]thiadiazine 2,2-dioxide C1(CCCC1)COC1=CC=C(C=C1)C1=CC=CN2C1=NS(CC2)(=O)=O